7-bromoquinazolin-4(3H)-one BrC1=CC=C2C(NC=NC2=C1)=O